NC1=NC=C(C=C1O[C@H](C)C=1C=C(C=CC1)NC(C1=CC=C(C=C1)SC)=O)C=1C=NNC1 (R)-N-(3-(1-((2-amino-5-(1H-pyrazol-4-yl)pyridin-3-yl)oxy)ethyl)phenyl)-4-(methyl-thio)benzamide